(2S,3R,4R,5S)-N-(2-((S)-1,2-dihydroxyethyl)pyrimidin-5-yl)-3-(2-methoxy-3-(trifluoromethyl)phenyl)-4,5-dimethyl-5-(trifluoromethyl)tetrahydrofuran-2-carboxamide O[C@H](CO)C1=NC=C(C=N1)NC(=O)[C@H]1O[C@@]([C@@H]([C@@H]1C1=C(C(=CC=C1)C(F)(F)F)OC)C)(C(F)(F)F)C